ClC=1C=C2C(=NC=NC2=C(C1C1=C(C=CC=C1)C(F)(F)F)F)N1CCN(CC1)C(C=C)=O 1-(4-(6-chloro-8-fluoro-7-(2-(trifluoromethyl)phenyl)quinazolin-4-yl)piperazin-1-yl)prop-2-en-1-one